P(O)(=O)(OP(=O)(O)OP(=O)(O)O)OC[C@@H]1[C@H]([C@H]([C@@H](O1)N1C(=O)NC(=O)C(=C1)CNCCC(=C)C)OC)O 5-(isopentenylaminomethyl)-2'-O-methyluridine triphosphate